4-methyl-1-[2-(2-methylsulfonyl-2,6-diazaspiro[3.3]heptan-6-yl)ethyl]-5-[[2-[6-(2,2,2-trifluoroethyl)quinazolin-4-yl]-2,7-diazaspiro[3.5]nonan-7-yl]methyl]indole-2-carbonitrile CC1=C2C=C(N(C2=CC=C1CN1CCC2(CN(C2)C2=NC=NC3=CC=C(C=C23)CC(F)(F)F)CC1)CCN1CC2(CN(C2)S(=O)(=O)C)C1)C#N